C(C)(C)(C)N(C(=O)OC(C(C=C)C)C1=CC=C(C=C1)C)C1CCC(CC1)C(NCCCN1C=2N(C3=CC=C(C=C3C1=O)F)C(NN2)=S)=O 2-methyl-1-(p-tolyl)but-3-en-1-ol tert-Butyl-(4-((3-(7-fluoro-5-oxo-1-thioxo-1,2-dihydro-[1,2,4]triazolo[4,3-a]quinazolin-4(5H)-yl)propyl)carbamoyl)cyclohexyl)carbamate